N-[4-(dimethyl-amino)cyclohexyl]methacrylamide CN(C1CCC(CC1)NC(C(=C)C)=O)C